{4-[2-(3,3-dimethyl-1,4'-bipiperidin-1'-yl)-2-oxoethyl]-1,3-thiazol-2-yl}carbamic acid tert-butyl ester C(C)(C)(C)OC(NC=1SC=C(N1)CC(=O)N1CCC(CC1)N1CC(CCC1)(C)C)=O